C(CCCCCCCCCCCCCC)(=O)OCC(=O)NCC1=C(C=C(C(=C1)OC)O)I 2-((4-hydroxy-2-iodo-5-methoxybenzyl) amino)-2-oxoethyl pentadecanoate